geranylfarnesyl diphosphate O(P([O-])(=O)OP(=O)([O-])[O-])CC=C(C)CCC=C(C)CCC=C(C)CC\C=C(/C)\CCC=C(C)C